α-isopropyl-acrylonitrile C(C)(C)C(C#N)=C